BrC1=C(CN2N=C3C(CN(CC3)CC3=CC(=CC(=C3)F)F)C2=O)C=CC(=C1)F 2-(2-Bromo-4-fluorobenzyl)-5-(3,5-difluorobenzyl)-2,3a,4,5,6,7-hexahydro-3H-pyrazolo[4,3-c]pyridin-3-one